CC1(CN2C(OC1)=C(C=N2)NC2=NN(C1=CC(=CC=C21)C(C)(C)O)C)C 2-{3-[(6,6-dimethyl-6,7-dihydro-5H-pyrazolo[5,1-b][1,3]oxazin-3-yl)amino]-1-methyl-1H-indazol-6-yl}propan-2-ol